C1(CCC1)OC1=C2CC[C@@H](N(C2=CC=C1C=1C=NN(C1)[C@H]1[C@H](CNCC1)F)C(=O)OC)C methyl (S)-5-cyclobutoxy-6-(1-((3S,4R)-3-fluoropiperidin-4-yl)-1H-pyrazol-4-yl)-2-methyl-3,4-dihydroquinoline-1(2H)-carboxylate